1-(thiazol-2-yl)piperazin-2-one hydrochloride Cl.S1C(=NC=C1)N1C(CNCC1)=O